(3R)-tert-butyl 3-(4-(4-(aminomethyl)-2-oxopiperidin-1-yl)-2-(N,N-bis(4-methoxybenzyl)sulfamoyl)-3-(2-(4-methoxybenzyl)-2H-tetrazol-5-yl)phenyl sulfonamido)pyrrolidine-1-carboxylate NCC1CC(N(CC1)C1=C(C(=C(C=C1)S(=O)(=O)N[C@H]1CN(CC1)C(=O)OC(C)(C)C)S(N(CC1=CC=C(C=C1)OC)CC1=CC=C(C=C1)OC)(=O)=O)C=1N=NN(N1)CC1=CC=C(C=C1)OC)=O